O=P1(OCCC(O1)C=1C=NC=CC1)NC1=NC(NC=C1)=O 4-((2-oxido-4-(pyridin-3-yl)-1,3,2-dioxaphosphinan-2-yl)amino)pyrimidin-2(1H)-one